methyl 5-amino-2-(4-methylpiperazino)-benzenecarboxylate NC=1C=CC(=C(C1)C(=O)OC)N1CCN(CC1)C